N-{(1S)-1-[4-({2-chloro-7-[(1S)-1-methoxyethyl]pyrazolo[1,5-a]pyrimidin-6-yl}amino)phenyl]-2,2,2-trifluoroethyl}-N-methyl-1,1-dioxo-1λ6-thiane-4-carboxamide ClC1=NN2C(N=CC(=C2[C@H](C)OC)NC2=CC=C(C=C2)[C@@H](C(F)(F)F)N(C(=O)C2CCS(CC2)(=O)=O)C)=C1